N(=C=O)C1=C(SC(=C1)C(C)C)C(C)C 3-isocyanato-2,5-diisopropyl-thiophene